3-((4-morpholinophenyl)amino)-4-((pyridin-2-ylmethyl)amino)cyclobut-3-ene-1,2-dione O1CCN(CC1)C1=CC=C(C=C1)NC=1C(C(C1NCC1=NC=CC=C1)=O)=O